NC1=NC=CC(=C1)C=1OC=C(N1)C(=O)NC=1C(=CC2=C(CC(O2)(C)C)C1)C=1C=NC=CC1 2-(2-Aminopyridin-4-yl)-N-(2,2-dimethyl-6-(pyridin-3-yl)-2,3-dihydrobenzofuran-5-yl)oxazole-4-carboxamide